3-[3-methyl-2-oxo-5-(4-oxocyclohexyl)-1,3-benzodiazol-1-yl]piperidine-2,6-dione CN1C(N(C2=C1C=C(C=C2)C2CCC(CC2)=O)C2C(NC(CC2)=O)=O)=O